n-butyl-2,2-dimethyl-3,4-epoxycyclohexanecarboxylate C(CCC)OC(=O)C1C(C2C(CC1)O2)(C)C